C(C1=CC=CC=C1)OC([C@H](CN)NC(=O)OCC1=CC=CC=C1)=O (S)-3-amino-2-(((benzyloxy)carbonyl)amino)propanoic acid benzyl ester